OC=1C=CC(=NC1)N1CCN(CC1)C(C(C1=CC=CC=C1)N1CCOCC1)=O 1-[4-(5-Hydroxy-2-pyridyl)piperazin-1-yl]-2-morpholino-2-phenylethanone